Cl.C1(CCC1)CN cyclobutylmethanamine hydrochloride